C(#N)N[S@@](=O)(=NC(NC1=C2CCCC2=CC=2CCCC12)=O)C=1C=NN2C1O[C@H](C2)C (S,2S)-N-cyano-N'-((1,2,3,5,6,7-hexahydro-s-indacen-4-yl)carbamoyl)-2-methyl-2,3-dihydropyrazolo[5,1-b]oxazole-7-sulfonimidamide